N-[3-cyano-5-(hydroxymethyl)pyrazin-2-yl]-2,2,2-trifluoro-N-[4-(trifluoromethyl)phenyl]acetamide C(#N)C=1C(=NC=C(N1)CO)N(C(C(F)(F)F)=O)C1=CC=C(C=C1)C(F)(F)F